(R,E)-N-(3-(4-chloro-2-methylphenoxy)propylidene)-2-methylpropane-2-sulfinamide ClC1=CC(=C(OCC\C=N\[S@](=O)C(C)(C)C)C=C1)C